6,7-difluoro-8-methylquinoline FC=1C=C2C=CC=NC2=C(C1F)C